BrC=1SC=C(N1)C1COCCC1 2-bromo-4-(tetrahydro-2H-pyran-3-yl)thiazole